NC=1C2=C(N=CN1)N(C(=C2C2=CC=C(C=C2)CN2N=CC(=C2)C)C2=CC=C(C=C2)NC(C(=C)C)=O)C N-(4-(4-amino-7-methyl-5-(4-((4-methyl-1H-pyrazol-1-yl)methyl)phenyl)-7H-pyrrolo[2,3-d]pyrimidin-6-yl)phenyl)methacrylamide